CC1N(CCC1)C1=CC=C(C=N1)NC(OC1=CC=CC=C1)=O phenyl (6-(2-methylpyrrolidin-1-yl)pyridine-3-yl)carbamate